C[C@]12CC(C[C@](CCC1)(N2)C)N(C2=CC=C(N=N2)C2=C(C=C(C(=C2)F)C2=CN=NC(=C2)OC)O)CCF 2-(6-(((1R,3S,5S)-1,5-dimethyl-9-azabicyclo[3.3.1]nonan-3-yl)(2-fluoroethyl)amino)pyridazin-3-yl)-4-fluoro-5-(6-methoxypyridazin-4-yl)phenol